tert-butyl 2-(2-(2-(2-(4-(2-(2-(((5r,8r)-4-(benzyloxy)-3-mesityl-2-oxo-1-oxaspiro[4.5]dec-3-en-8-yl)oxy)ethoxy)ethyl)piperazin-1-yl)ethoxy)ethoxy)ethoxy)acetate C(C1=CC=CC=C1)OC1=C(C(OC12CCC(CC2)OCCOCCN2CCN(CC2)CCOCCOCCOCC(=O)OC(C)(C)C)=O)C2=C(C=C(C=C2C)C)C